(6S,8R)-N-(5-chloro-6-(pyrimidin-2-yl)pyridin-3-yl)-8-(1-(difluoromethyl)-1H-pyrazol-4-yl)-2-fluoro-8-methyl-7,8-dihydro-6H-cyclopenta[e]pyrazolo[1,5-a]pyrimidine-6-carboxamide ClC=1C=C(C=NC1C1=NC=CC=N1)NC(=O)[C@H]1C[C@](C2=C1C=NC=1N2N=C(C1)F)(C)C=1C=NN(C1)C(F)F